4-((S)-3-((R)-4,4-dimethyl-3-phenylpentanamido)-2-(dimethylamino)propyl)benzamide CC([C@@H](CC(=O)NC[C@H](CC1=CC=C(C(=O)N)C=C1)N(C)C)C1=CC=CC=C1)(C)C